1-(cyclobutyl-methyl)-8-dimethylamino-8-phenyl-3-[6-(trifluoromethyl)-pyridin-3-yl]-1,3-diazaspiro[4.5]decan-2-one C1(CCC1)CN1C(N(CC12CCC(CC2)(C2=CC=CC=C2)N(C)C)C=2C=NC(=CC2)C(F)(F)F)=O